N-[(1S)-2-hydroxy-1-{3-[3-(trifluoromethyl)phenyl]-1,2,4-oxadiazol-5-yl}ethyl]-4-(pyrrolidin-1-yl)benzamide OC[C@@H](C1=NC(=NO1)C1=CC(=CC=C1)C(F)(F)F)NC(C1=CC=C(C=C1)N1CCCC1)=O